4-((4-Ethoxy-5-(pyrazolo[1,5-a]pyridin-5-yl)-7H-pyrrolo[2,3-d]pyrimidin-2-yl)amino)cyclohexan-1-ol C(C)OC=1C2=C(N=C(N1)NC1CCC(CC1)O)NC=C2C2=CC=1N(C=C2)N=CC1